tert-butyl (3R,4R)-3-hydroxy-4-{[7-(2-methylpropyl)imidazo[4,3-f][1,2,4]triazin-2-yl]amino}piperidine-1-carboxylate O[C@@H]1CN(CC[C@H]1NC1=NN2C(C=N1)=CN=C2CC(C)C)C(=O)OC(C)(C)C